1,2-dimethylpropylmercaptan CC(C(C)C)S